6-[4-(difluoromethoxy)phenyl]-2-(3-fluorophenyl)-3-oxo-2,3,4,5-tetrahydropyridazine-4-carboxylic acid methyl ester COC(=O)C1C(N(N=C(C1)C1=CC=C(C=C1)OC(F)F)C1=CC(=CC=C1)F)=O